FC1=CC=C(C=C1)[C@H](C)NC(C1=C(N=CC=C1)NCC=1SC(=CC1)C=1N=CC=2N(C1)C=CN2)=O (S)-N-(1-(4-fluorophenyl)ethyl)-2-(((5-(imidazo[1,2-a]pyrazin-6-yl)thiophen-2-yl)methyl)amino)nicotinamide